tert-butyl ((3S,4R)-4-(2,6-difluoro-4-methoxyphenyl)-2-oxopyrrolidin-3-yl)carbamate FC1=C(C(=CC(=C1)OC)F)[C@H]1[C@@H](C(NC1)=O)NC(OC(C)(C)C)=O